C1(=CC(=CC=C1)N1CC(C(C1)C1=CC=CC=C1)C(=O)N)C1=CC=CC=C1 (Biphenyl-3-yl)-4-phenylpyrrolidine-3-carboxamide